C(CCCCCCCCCCCCCCCCC)C(C(=O)[O-])(CC(=O)N)S(=O)(=O)O.[NH4+].[NH4+].C(C1=CC=CC=C1)N1CCC(CC1)N(C(CCC)=O)C1=C(C=C(C=C1)C)C.C(CCCCCCCCCCCCCCCCC)C(C(=O)[O-])(CC(=O)N)S(=O)(=O)O N-(1-Benzylpiperidin-4-yl)-N-(2,4-dimethylphenyl)butanamide diammonium n-octadecyl-sulfosuccinamate